BrC1=C2C(=NC(=C1)Cl)C=NN2 7-bromo-5-chloro-1H-pyrazolo[4,3-b]pyridine